OC(CN(CC(C)O)CN1N=NC2=C1C=CC(=C2)C(=O)O)C 1-[N,N-bis(2-hydroxypropyl)aminomethyl]-5-carboxylbenzotriazole